COC1=CC(=CC2=C1O[C@H]([C@@H](O2)C)C=2C=NC(=CC2)OC)CN2C=NC=1C2=NC=CC1 |r| (+/-)-3-(((trans)-8-methoxy-2-(6-methoxypyridin-3-yl)-3-methyl-2,3-dihydrobenzo[b][1,4]dioxin-6-yl)methyl)-3H-imidazo[4,5-b]pyridine